FC1(CCN2C1N=C1C=CC(=CC1=C2)C)F 3,3-difluoro-7-methyl-2,3-dihydropyrrolo[2,1-b]quinazolin